(20R)-21-[(3-hydroxy-3-methylcyclobutyl)methyl]-20-methyl-5α-pregnan-3β-ol OC1(CC(C1)CC[C@H]([C@H]1CC[C@H]2[C@@H]3CC[C@H]4C[C@H](CC[C@]4(C)[C@H]3CC[C@]12C)O)C)C